FC(=C(C(C(C(F)(F)F)(OC(C(C(F)(F)F)(F)F)(F)F)F)(F)F)F)OC(=C(F)C(C(C(F)(F)F)(F)OC(C(C(F)(F)F)(F)F)(F)F)(F)F)F perfluoro(2-propoxypropyl vinyl) ether